CN(C)CC(=O)Cl N,N-dimethylaminoacetyl chloride